C(CCCCCCCCCCCCCCCCC)C(C(=O)O)(C)C1=CC(=C(C(=C1)C(C)(C)C)O)C(C)(C)C.C(C1CO1)C(=O)OCC(CCCC)CC 2-ethylhexyl glycidyl-carboxylate n-octadecyl-3,5-di-tertiary butyl-4-hydroxyphenylpropionate